FC1(CCN(CC1)C(=O)C=1C=NC(=CC1)N1N=CC=2C1=CN=C(C2)OC)F (4,4-difluoropiperidin-1-yl)(6-(5-methoxy-1H-pyrazolo[3,4-c]pyridin-1-yl)pyridin-3-yl)methanone